ClC1=CC=C(C=N1)CN1N=C2C(=C1C)CN(C2)C2=C1C=CC=NC1=C(C=C2)C#N 5-(2-((6-chloropyridin-3-yl)methyl)-3-methylpyrrolo[3,4-c]pyrazol-5(2H,4H,6H)-yl)quinoline-8-carbonitrile